6-(5-cyano-1-((2-(trimethylsilyl)ethoxy)methyl)-1H-pyrrolo[2,3-b]pyridin-4-yl)-1,6-Diazaspiro[3.5]nonane-1-carboxylate C(#N)C=1C(=C2C(=NC1)N(C=C2)COCC[Si](C)(C)C)N2CC1(CCN1C(=O)[O-])CCC2